1-(2-methoxy-4-(trifluoromethyl)phenyl)-N-((3R,5S)-5-methyl-1-(1H-tetrazol-5-yl)piperidin-3-yl)cyclopropane-1-carboxamide COC1=C(C=CC(=C1)C(F)(F)F)C1(CC1)C(=O)N[C@H]1CN(C[C@H](C1)C)C1=NN=NN1